tert-butyl (2-(2-(3-(4-(1-(cyclopropanecarbonyl)indolin-5-yl)-5-methylthiazole-2-carboxamido)phenoxy)ethoxy)ethyl)carbamate C1(CC1)C(=O)N1CCC2=CC(=CC=C12)C=1N=C(SC1C)C(=O)NC=1C=C(OCCOCCNC(OC(C)(C)C)=O)C=CC1